C1(CCCCN1)=S δ-thiovalerolactam